C1CCC1S(=O)(=O)[O-] 4-cyclobutyl-sulfonate